BrC=1C=C2C(=CC(=NC2=C(C1)F)C(=O)OC)N(CC)C=1SC(=C(N1)C1=CC=C(C=C1)F)C#N Methyl 6-bromo-4-((5-cyano-4-(4-fluorophenyl) thiazol-2-yl) (ethyl) amino)-8-fluoroquinoline-2-carboxylate